CN(CCN(C1=C(C=C(C(=C1)OC)NC1=NC=CC(=N1)N1C=C(C=2C1=NC=CC2)C(F)(F)F)NC(C=C)=O)C)C N-(2-((2-(dimethylamino)ethyl)(methyl)amino)-4-methoxy-5-((4-(3-(trifluoromethyl)-1H-pyrrolo[2,3-b]pyridin-1-yl)pyrimidin-2-yl)amino)phenyl)acrylamide